2-amino-N-((1S)-1-(2-fluoro-4-pyridinyl)ethyl)-3-methyl-N-((5-(trifluoromethyl)-2-pyridinyl)methyl)-6-quinolinecarboxamide NC1=NC2=CC=C(C=C2C=C1C)C(=O)N(CC1=NC=C(C=C1)C(F)(F)F)[C@@H](C)C1=CC(=NC=C1)F